ethyl (6R,7aR)-6-fluoro-1-methylenetetrahydro-1H-pyrrolizin-7a(5H)-carboxylate F[C@H]1CN2CCC([C@]2(C1)C(=O)OCC)=C